4-(3,4-dihydroquinolin-1(2H)-ylsulfonyl)-2-fluoro-N-(4-(pyridin-2-yl)thiazol-2-yl)benzamide N1(CCCC2=CC=CC=C12)S(=O)(=O)C1=CC(=C(C(=O)NC=2SC=C(N2)C2=NC=CC=C2)C=C1)F